OCC(=O)N1CCC1 1-(2-hydroxyacetyl)azetidin